(2-dimethylamino-1,1-dimethylethyl)(t-butyldimethylsilyl)amine CN(CC(C)(C)N[Si](C)(C)C(C)(C)C)C